COC1=CC=C(CN(C2=NC(=C(C=C2)C(F)(F)F)B2OC(C(O2)(C)C)(C)C)CC2=CC=C(C=C2)OC)C=C1 N,N-bis(4-methoxybenzyl)-6-(4,4,5,5-tetramethyl-1,3,2-dioxaborolan-2-yl)-5-(trifluoromethyl)pyridin-2-amine